C1(CC1)C1=C(C=C(C=C1)[C@@H](NC(=O)[C@H]1N(CCC1)C(CNC(C)=O)=O)C1=CC=NN1)F |o1:9| (2S)-N-[(R) or (S)-(4-cyclopropyl-3-fluorophenyl)(1H-pyrazol-5-yl)methyl]-1-(2-acetamidoacetyl)pyrrolidine-2-carboxamide